BrC1=C(C(=CC=C1)Cl)B(O)O (2-bromo-6-chlorophenyl)boronic acid